O=C1NC(CCC1N1C(C2=CC=C(C=C2C1)N1CCN(CC1)CCOC(C(=O)O)C)=O)=O (2-{4-[2-(2,6-dioxopiperidin-3-yl)-1-oxo-2,3-dihydro-1H-isoindol-5-yl]piperazin-1-yl}ethoxy)propionic acid